acetoxymonobenzoic acid C(C)(=O)OC1=C(C(=O)O)C=CC=C1